C(C)(C)C=1C2=C(C(N(N1)CC(=O)O)=O)SC(=C2)NCCOC 2-[4-isopropyl-2-(2-methoxyethylamino)-7-oxo-thieno[2,3-d]pyridazin-6-yl]acetic acid